tert-butyl (2R,3S,4S)-4-[(tert-butoxycarbonyl)oxy]-2-[(4-methoxyphenyl)methyl]-3-({2-[(5-methyl-1,3,4-thiadiazol-2-yl)methoxy]acetyl}oxy)pyrrolidine-1-carboxylate C(C)(C)(C)OC(=O)O[C@@H]1[C@H]([C@H](N(C1)C(=O)OC(C)(C)C)CC1=CC=C(C=C1)OC)OC(COCC=1SC(=NN1)C)=O